C(CCCCCCCCCCCC)OC(CSCC1=CC(=C(C(=C1)C(C)(C)C)O)C(C)(C)C)=O tridecyl-4-hydroxy-3,5-di-tert-butyl-benzylmercaptoacetate